C(#N)C=1C=C(C=CC1)N1N=C(C=C1)C(F)(F)F 1-(3-cyanophenyl)-3-(trifluoromethyl)-1H-pyrazole